BrC=1C=C(C=C2C3=C(N(C12)CC1(COC1)C)C=NC=C3)Cl 8-bromo-6-chloro-9-(3-methyl-oxetan-3-ylmethyl)-9H-pyrido[3,4-b]indole